NC=1N=C(C2=C(N1)NC(=C2)C2=CC(=NC=C2)OC)C=2C(=C(C=CC2)N2C(C1=C(C=C(C=C1C=C2)C2CC2)F)=O)CO 2-{3-[2-amino-6-(2-methoxypyridin-4-yl)-7H-pyrrolo[2,3-d]pyrimidin-4-yl]-2-(hydroxymethyl)phenyl}-6-cyclopropyl-8-fluoroisoquinolin-1(2H)-one